(Z)-N-((5-bromothiophen-2-yl)methylene)-2,2-dimethoxyethylamine BrC1=CC=C(S1)\C=N/CC(OC)OC